FC1=C(N=CC2=C1N=C(N=C2N2CC1(CCC(C2)N1)C)OC[C@H]1N(CCC1)C)C1=CC(=CC2=CC=CC=C12)O 4-(8-fluoro-4-(1-methyl-3,8-diazabicyclo[3.2.1]octan-3-yl)-2-(((S)-1-methylpyrrolidin-2-yl)methoxy)pyrido[4,3-d]pyrimidin-7-yl)naphthalen-2-ol